3-[(5R)-3-Bromo-5-methyl-4H-isoxazol-5-yl]-N-methyl-4-[3-(trifluoromethyl)anilino]benzenesulfonamide BrC1=NO[C@@](C1)(C)C=1C=C(C=CC1NC1=CC(=CC=C1)C(F)(F)F)S(=O)(=O)NC